Cl.N[C@@H](C(=O)N[C@@H](CCC)B1O[C@@]2([C@H](O1)C[C@H]1C([C@@H]2C1)(C)C)C)CC(=O)N1CCOCC1 (R)-2-amino-4-morpholino-4-oxo-N-((R)-1-((3aS,4S,6S,7aR)-3a,5,5-trimethylhexahydro-4,6-methanobenzo[d][1,3,2]dioxaborol-2-yl)butyl)butanamide hydrochloride